CS(=O)(=O)C=1C=C(C=NC1)C1=NC(=NC=C1C(F)(F)F)N[C@@H]1CC[C@H](CC1)N(C(OCC(F)F)=O)C1=NC=C(N=C1)C1=NN(C=C1)C 2,2-difluoroethyl (trans-4-((4-(5-(methanesulfonyl)-pyridin-3-yl)-5-(trifluoromethyl)pyrimidin-2-yl)amino)cyclohexyl)(5-(1-methyl-1H-pyrazol-3-yl)-pyrazin-2-yl)carbamate